9,10-Dihydroanthracene C1=CC=CC=2CC3=CC=CC=C3CC12